COCCNC(O[C@@H]1CC[C@H](CC1)C(N(C[C@@H]1CC[C@H](CC1)C1=NC(=C(C=C1)OC)C)C1=NC=CC(=C1)C=1N=C(OC1)C1CC1)=O)=O trans-4-((4-(2-Cyclopropyloxazol-4-yl)pyridine-2-yl)-((trans-4-(5-meth-oxy-6-methylpyridin-2-yl)cyclohexyl)-methyl)carbamoyl)-cyclohexyl (2-meth-oxyethyl)carbamate